ClC1=NC(=NC(=C1)C=1N(C=NC1)C)C(=O)NC1CCC(CC1)OC 4-chloro-6-(3-methylimidazol-4-yl)-N-[(1r,4r)-4-methoxycyclohexyl]pyrimidine-2-carboxamide